C(C)(C)(C)OC(=O)NC(C(=O)O)C(C1CCCCC1)C1CCCCC1 2-(tert-Butoxycarbonylamino)-3,3-dicyclohexyl-propionic acid